N-ethyl-N-methyl-6,7,8,9-tetrahydro-5H-pyrazino[2,3-d]azepin-2-amine C(C)N(C=1C=NC2=C(CCNCC2)N1)C